O1[C@H](COCC1)C[C@@H](C1=NN=CN1C)C=1C=C(C=CC1)N1C(C2=CC(=CC(=C2C1)C(F)(F)F)CNC1(CCC1)C)=O 2-(3-((R)-2-((S)-1,4-dioxan-2-yl)-1-(4-methyl-4H-1,2,4-triazol-3-yl)ethyl)phenyl)-6-(((1-methylcyclobutyl)amino)methyl)-4-(trifluoromethyl)isoindolin-1-one